6-chloro-1-[(4-methoxyphenyl)methyl]-3,4-dihydro-1,7-naphthyridin-2-one ClC=1C=C2CCC(N(C2=CN1)CC1=CC=C(C=C1)OC)=O